(2-(4-(2-(2,6-dioxopiperidin-3-yl)-1,3-dioxoisoindolin-5-yl)piperazin-1-yl)ethyl)tert-butyl carbamate C(N)(OC(CCCN1CCN(CC1)C=1C=C2C(N(C(C2=CC1)=O)C1C(NC(CC1)=O)=O)=O)(C)C)=O